BrC=1C=CC(=C(C(=O)O)C1)C(=O)C1CC1 5-bromo-2-(cyclopropanecarbonyl)benzoic acid